N-((4-((5-chloropyrimidin-2-yl)oxy)-3-fluoro-5-methylphenyl)carbamoyl)-3-methoxycyclobutanecarboxamide ClC=1C=NC(=NC1)OC1=C(C=C(C=C1C)NC(=O)NC(=O)C1CC(C1)OC)F